6-amino-N-(1-(4-methoxyphenyl)-2-oxo-2-((4-(trimethylsilyl)phenyl)amino)ethyl)-N-methylnicotinamide NC1=NC=C(C(=O)N(C)C(C(NC2=CC=C(C=C2)[Si](C)(C)C)=O)C2=CC=C(C=C2)OC)C=C1